N,N',N''-trihydroxyisocyanuric acid ON1C(=O)N(C(=O)N(C1=O)O)O